FC(OC)OC fluorodimethoxymethane